BrC=1C=C2C(=NC(=NC2=CC1)Cl)Cl 6-bromo-2,4-dichloro-quinazoline